Isopropyl (R)-3-(2-((3-((trimethylsilyl)oxy)pent-4-yn-1-yl)oxy)phenyl)propanoate C[Si](O[C@H](CCOC1=C(C=CC=C1)CCC(=O)OC(C)C)C#C)(C)C